[Na+].[Na+].S(=O)(=O)([O-])[O-].S(=O)(=O)(O)O.S(=O)(=O)(O)O.C(C1=CC=CC=C1)C=1C(=C(C=CC1)C(O)(C1=C(C(=C(C(=C1)CC)CC)N)N)C1=CC=CC=C1)CC1=CC=CC=C1 dibenzyldiethyl-diaminotriphenylmethanol trisulfate disodium salt